2,8-dimethyl-1,4-dihydro-1,6-naphthyridine-3-carboxylic acid benzyl ester C(C1=CC=CC=C1)OC(=O)C1=C(NC2=C(C=NC=C2C1)C)C